Cl.FC1=CC=C2CCNCC2=C1NC1COCC1 7-Fluoro-N-(tetrahydrofuran-3-yl)-1,2,3,4-tetrahydroisoquinolin-8-amine, hydrochloride